C1CC2CC1C(C2CN)CN bis(aminomethyl)norbornane